FC(C(=O)O)(F)F.N[C@H]1[C@@H](OCCC1)C1=CC2=NC(=CC(=C2S1)NCC1=CC=CC=C1)Cl 2-((2r,3r)-3-aminotetrahydro-2H-pyran-2-yl)-N-benzyl-5-chlorothieno[3,2-b]pyridin-7-amine trifluoroacetate